OCC(C(=O)O)(C)C1=CC(=CC=C1)I 3-hydroxy-2-(3-iodophenyl)-2-methylpropanoic acid